O=C1C(=CC2=C(N=CN=C2)N1)C1CCN(CC1)C(=O)OC(C)(C)C tert-butyl 4-(7-oxo-7,8-dihydropyrido[2,3-d]pyrimidin-6-yl)piperidine-1-carboxylate